Cl.Cl.FCCC1=C2C=CC(=CC2=CC=C1)O 5-(2-fluoroethyl)naphthalen-2-ol dihydrochloride